CC=1C(=NC=2CC(CCC2C1C=1C(=CC=C2C=NNC12)C)(C)C)N1CC2(CN(C2)C(C=C)=O)CC1 (P)-1-(6-(3,7,7-trimethyl-4-(6-methyl-1H-indazol-7-yl)-5,6,7,8-tetrahydro-2-quinolinyl)-2,6-diazaspiro[3.4]octan-2-yl)-2-propen-1-one